(6aR)-N,N-diethyl-4,6,6a,7,8,9-hexahydroindolo[4,3-fg]quinoline-9-carboxamide heptafluorobutanoate FC(C(C(C(=O)O)(F)F)(F)F)(F)F.C(C)N(C(=O)C1CN[C@@H]2CC=3C4=C(C2=C1)C=CC=C4NC3)CC